1-(tert-butyl) 4-methyl (2S,3R)-2-(((benzyloxy)carbonyl)amino)-3-ethylsuccinate C(C1=CC=CC=C1)OC(=O)N[C@H](C(=O)OC(C)(C)C)[C@H](C(=O)OC)CC